2-bromo-1-(2-bromophenyl)ethanone BrCC(=O)C1=C(C=CC=C1)Br